N-methoxy-2-oxo-5-pentyl-4-(5-(thiophen-2-yl)-1H-indol-2-yl)-2,5-dihydrofuran-3-carboxamide CONC(=O)C=1C(OC(C1C=1NC2=CC=C(C=C2C1)C=1SC=CC1)CCCCC)=O